(4S,11bR)-4-(2-((R)-(2-Methoxynaphthalen-1-yl)(methyl)silyl)phenyl)-4,5-dihydro-3H-dinaphtho[2,1-c:1',2'-e]phosphepine COC1=C(C2=CC=CC=C2C=C1)[Si@H](C1=C(C=CC=C1)P1CC2=C(C3=C(C1)C=CC1=CC=CC=C13)C=1C=CC=CC1C=C2)C